ClC=1C(=C(C[C@]2(C[C@H](CC2)NS(=O)(=O)C)C(=O)OC)C=CC1F)F methyl (1R,3S)-1-(3-chloro-2,4-difluorobenzyl)-3-(methylsulfonamido)cyclopentane-1-carboxylate